N-ethyl-sulfamic acid C(C)NS(O)(=O)=O